7-chloro-6-(1-(pyrazolo[1,5-a]pyridin-3-ylsulfonyl)piperidin-4-yl)-[1,2,4]triazolo[1,5-a]pyridine ClC1=CC=2N(C=C1C1CCN(CC1)S(=O)(=O)C=1C=NN3C1C=CC=C3)N=CN2